C1N(CC12CNC2)C2=NC=CC(=C2)C2=CN=C1N2N=C(C=C1)C(F)F 3-(2-(2,6-Diazaspiro[3.3]heptan-2-yl)pyridin-4-yl)-6-(difluoromethyl)imidazo[1,2-b]pyridazine